8-mercapto-6-(benzylthio)caprylic acid SCCC(CCCCC(=O)O)SCC1=CC=CC=C1